The molecule is an unsaturated fatty acyl-CoA that results from the formal condensation of the thiol group of coenzyme A with the carboxy group of (5E)-tetradecenoic acid. It has a role as a rat metabolite. It is an 11,12-saturated fatty acyl-CoA, a long-chain fatty acyl-CoA and a monounsaturated fatty acyl-CoA. It is a conjugate acid of a (5E)-tetradecenoyl-CoA(4-). CCCCCCCC/C=C/CCCC(=O)SCCNC(=O)CCNC(=O)[C@@H](C(C)(C)COP(=O)(O)OP(=O)(O)OC[C@@H]1[C@H]([C@H]([C@@H](O1)N2C=NC3=C(N=CN=C32)N)O)OP(=O)(O)O)O